N-((1S,2S)-2-hydroxycyclopentyl)-6-(1-methyl-1H-pyrazol-3-yl)-4-(4-(1-methyl-1H-pyrazol-3-yl)benzyl)picolinamide O[C@@H]1[C@H](CCC1)NC(C1=NC(=CC(=C1)CC1=CC=C(C=C1)C1=NN(C=C1)C)C1=NN(C=C1)C)=O